N-[(1S)-1-(dicyclopropylmethyl)-2-[4-(4,5-dimethylimidazol-1-yl)anilino]-2-oxo-ethyl]-2-ethyl-pyrazole-3-carboxamide C1(CC1)C([C@@H](C(=O)NC1=CC=C(C=C1)N1C=NC(=C1C)C)NC(=O)C=1N(N=CC1)CC)C1CC1